C(C1=CC=CC=C1)OC(=O)N[C@@H]1C[C@H](N(CC1)C(=O)OC(C)(C)C)CC(=O)OC(C)(C)C tert-butyl (2S,4S)-4-(((benzyloxy)carbonyl)amino)-2-(2-(tert-butoxy)-2-oxoethyl)piperidine-1-carboxylate